C1(=CC=CC=C1)S(=O)O.C(C)NCC diethylamine benzenesulfinate salt